2-[(3S,5R)-1-benzyl-4,4-difluoro-5-methyl-3-piperidyl]ethanol C(C1=CC=CC=C1)N1C[C@@H](C([C@@H](C1)C)(F)F)CCO